C1(=CC(=CC=C1)C(C(C(C)C)O)(F)F)C1=CC=CC=C1 1-([1,1'-biphenyl]-3-yl)-1,1-difluoro-3-methylbutan-2-ol